C(CCCCCCCCCC#C)(=O)OCC1=CC=CC=C1 benzyl dodec-11-ynoate